ClC=1C=C(C(=O)NC2=CC=C(C=C2)[C@@H]2CNCCC2)C=CC1 (R)-3-Chloro-N-(4-(piperidin-3-yl)-phenyl)-benzamid